[1-[4-[Methyl(tetrahydropyran-4-yl)amino]-5-oxido-6,7-dihydrothieno[3,2-d]pyrimidin-5-ium-2-yl]azetidin-3-yl]-5-ethyl-1-methyl-pyrazol-3-carboxylat CN(C=1C2=C(N=C(N1)N1CC(C1)OC(=O)C1=NN(C(=C1)CC)C)CC[S+]2[O-])C2CCOCC2